bis-heptyl-diazabicyclooctane bromine salt [Br].C(CCCCCC)C1N(N(CCCCC1)C1CCCCCCC1)CCCCCCC